(benzyloxy)-4-(2-methoxyethoxy)benzene methyl-2-(bromomethyl)-4-chloro-3-phenoxybenzoate COC(C1=C(C(=C(C=C1)Cl)OC1=CC=CC=C1)CBr)=O.C(C1=CC=CC=C1)OC1=CC=C(C=C1)OCCOC